6-(chlorodifluoromethyl)-8-cyclopentyl-2-(methylthio)pyrido[2,3-d]pyrimidin-7(8H)-one ClC(C1=CC2=C(N=C(N=C2)SC)N(C1=O)C1CCCC1)(F)F